BrCCOCCOCC(=O)O 2-(2-(2-bromoethoxy)ethoxy)acetic acid